[(4R)-1-[(1R)-1-[(1R,2R)-2-[[2,2-dimethyl-6-(trifluoromethoxy)chroman-4-yl]carbamoyl]cyclopropyl]-3-methoxy-propyl]-4-ethyl-4-methyl-6-oxo-hexahydropyrimidin-2-ylidene]ammonium CC1(OC2=CC=C(C=C2C(C1)NC(=O)[C@H]1[C@@H](C1)[C@@H](CCOC)N1C(N[C@](CC1=O)(C)CC)=[NH2+])OC(F)(F)F)C